BrC1=NC(=CC(=C1)C(=O)O)SCC(=O)O 2-bromo-6-(carboxymethyl-sulfanyl)pyridine-4-carboxylic acid